ClC=1C=CC2=C(NC3=C(OC2)C=CC=C3)C1 3-chloro-5,11-dihydrodibenzo[b,e][1,4]oxazepine